NC=1CC(=CC2=C(N1)C=C(C=C2)C(=O)NC=2C=C(C=NC2)CNC(OCC2=CC=C(C=C2)NC([C@H](CCCNC(=O)N)NC([C@H](C(C)C)N)=O)=O)=O)C(N(CCC)CCC)=O 4-((S)-2-((S)-2-amino-3-methylbutanamido)-5-ureidopentanamido)benzyl ((5-(2-amino-4-(dipropylcarbamoyl)-3H-benzo[b]azepine-8-carboxamido)pyridin-3-yl)methyl)carbamate